C(C)N(C1=CC=C(C=C1)C(=O)C1=CC=C(C=C1)N(CC)CC)CC bis(4-(diethylamino) phenyl) ketone